4-(((1R,3r,5S)-8-azabicyclo[3.2.1]oct-3-yl)methyl)morpholine [C@H]12CC(C[C@H](CC1)N2)CN2CCOCC2